N=1C=NN2C1C=CC(=C2)C=2C=CN1N=C(N=C(C12)OC([2H])([2H])[2H])NC1CCC(CC1)(O)CC (1r,4r)-4-((5-([1,2,4]triazolo[1,5-a]pyridin-6-yl)-4-(methoxy-d3)pyrrolo[2,1-f][1,2,4]triazin-2-yl)amino)-1-ethylcyclohexan-1-ol